C(=O)O.N[C@@H]1COCC[C@H]1C1=C(C2=NC(=CC(=C2S1)NCC=1SC=CC1)Cl)C#CC 2-((3s,4r)-3-aminotetrahydro-2H-pyran-4-yl)-5-chloro-3-(prop-1-yn-1-yl)-N-(thiophen-2-ylmethyl)thieno[3,2-b]pyridin-7-amine formate salt